1-((1H-1,2,4-triazol-1-yl)methyl)-5-(4-chlorophenoxy)-2-methyl-2,3-dihydro-1H-inden-1-ol N1(N=CN=C1)CC1(C(CC2=CC(=CC=C12)OC1=CC=C(C=C1)Cl)C)O